4-chloro-N-(4-(chloromethyl)phenyl)benzamide ClC1=CC=C(C(=O)NC2=CC=C(C=C2)CCl)C=C1